C(C)[C@H]1CN(CCN1C(=O)C1CC1)C(=O)C=1C=C(CN2C(NC(C3=CC=CC=C23)=O)=O)C=CC1F (S)-1-(3-(3-ethyl-4-cyclopropylformylpiperazine-1-carbonyl)-4-fluorobenzyl)quinazoline-2,4(1H,3H)-dione